trimethylsilane magnesium chloride [Cl-].[Mg+2].C[SiH](C)C.[Cl-]